2-benzyl 1-(tert-butyl) (2R,4S)-4-(naphthalen-2-ylmethyl)-5-oxopyrrolidine-1,2-dicarboxylate C1=C(C=CC2=CC=CC=C12)C[C@H]1C[C@@H](N(C1=O)C(=O)OC(C)(C)C)C(=O)OCC1=CC=CC=C1